ClC=1C2=C(N(C(N1)=O)C=1C(=NC=CC1C)C(C)C)N=C(C(=C2)Cl)Cl 4,6,7-Trichloro-1-(2-isopropyl-4-methyl-3-pyridyl)pyrido[2,3-d]pyrimidin-2(1H)-one